3-(methacryloyloxymethyl)3-ethyloxetane C(C(=C)C)(=O)OCC1(COC1)CC